C1(CCCC1)C(=O)NCCCC[C@H](N)C(=O)O N6-(cyclopentanecarbonyl)lysine